BrCCCCCCCC(=O)NCCCCCCCCCCCCCCCC 8-bromo-N-hexadecyloctanamide